2-(p-isopropoxystyryl)-4,6-bis(trichloromethyl)s-triazine C(C)(C)OC1=CC=C(C=CC2=NC(=NC(=N2)C(Cl)(Cl)Cl)C(Cl)(Cl)Cl)C=C1